3-(3-(4-(3-Amino-1H-indazol-5-yl)pyridin-2-yl)ureido)benzamide Ethyl-(4-(3-amino-1H-indazol-5-yl)pyridin-2-yl)carbamate C(C)N(C(O)=O)C1=NC=CC(=C1)C=1C=C2C(=NNC2=CC1)N.NC1=NNC2=CC=C(C=C12)C1=CC(=NC=C1)NC(NC=1C=C(C(=O)N)C=CC1)=O